7-bromo-2,4,6-trichloro-8-fluoroquinoline-3-carbaldehyde BrC1=C(C=C2C(=C(C(=NC2=C1F)Cl)C=O)Cl)Cl